11-chloro-3-(difluoromethyl)-7-methyl-10,11-dihydrodibenzo[b,f][1,4]oxazepine ClC1NC2=C(OC3=C1C=CC(=C3)C(F)F)C=C(C=C2)C